9,10-bis[phenyl-(m-tolyl)amino]Anthracene C1(=CC=CC=C1)N(C=1C2=CC=CC=C2C(=C2C=CC=CC12)N(C=1C=C(C=CC1)C)C1=CC=CC=C1)C=1C=C(C=CC1)C